ClC1=C(C=C2C=C(N=CC2=C1)NC(=O)[C@@H]1C[C@]12CC(OCC2)(C)C)N2CCN(CC2)[C@]2(COC[C@H]2O)C (1R,3S)-N-(7-chloro-6-(4-((3S,4S)-4-hydroxy-3-methyltetrahydrofuran-3-yl)piperazin-1-yl)isoquinolin-3-yl)-5,5-dimethyl-6-oxaspiro[2.5]octane-1-carboxamide